C(C)(C)(C)OC(NC1=CC(=CC=C1)NC1=NC(=NC=C1[N+](=O)[O-])NC1=CC=C(C=C1)OC)=O (3-((2-((4-methoxyphenyl)amino)-5-nitropyrimidin-4-yl)amino)phenyl)carbamic acid tert-butyl ester